C1(CC1)C1=C(C=CC(=C1)C(F)(F)F)NC(C(C)(C)N1N=C2C(=C1)CNC2)=O N-(2-cyclopropyl-4-(trifluoromethyl)phenyl)-2-(5,6-dihydropyrrolo[3,4-c]pyrazol-2(4H)-yl)-2-methylpropanamide